ClC1=C(N(C=C1)C)C1=NN=C(S1)NC(=O)C1=CC(=C(C(O1)=O)OC)NCCOC N-(5-(3-chloro-1-methyl-1H-pyrrol-2-yl)-1,3,4-thiadiazol-2-yl)-3-methoxy-4-((2-methoxyethyl)amino)-2-oxo-2H-pyran-6-carboxamide